methyl 2-[5-chloro-2-methoxy-4-[2-oxo-2-[[2-[[1-(trifluoromethyl) cyclopropyl] carbamoyl]-4-pyridinyl] amino] ethyl] phenyl]-2-methyl-propanoate ClC=1C(=CC(=C(C1)C(C(=O)OC)(C)C)OC)CC(NC1=CC(=NC=C1)C(NC1(CC1)C(F)(F)F)=O)=O